FC([C@@H]1CNC[C@@H](N1)C(=O)OC)(F)F cis-methyl 6-(trifluoromethyl)piperazine-2-carboxylate